1-([1,1'-biphenyl]-4-yl)-4-phenyl-1H-1,2,3-triazole C1(=CC=C(C=C1)N1N=NC(=C1)C1=CC=CC=C1)C1=CC=CC=C1